NC=1C=CC(=NC1)C(C(C)(C)C1=CC=C(C=C1)Br)=O 1-(5-Aminopyridin-2-yl)-2-(4-bromophenyl)-2-methylpropan-1-one